N-(4-((3-chloro-4-fluorophenyl)amino)-7-(3-(4-((6-(2,4-dioxotetrahydropyrimidin-1(2H)-yl)pyridazin-3-yl)methyl)piperazin-1-yl)propoxy)quinazolin-6-yl)acrylamide ClC=1C=C(C=CC1F)NC1=NC=NC2=CC(=C(C=C12)NC(C=C)=O)OCCCN1CCN(CC1)CC=1N=NC(=CC1)N1C(NC(CC1)=O)=O